NC1=C2C(=NC=N1)N(N=C2C2=NOC(=C2C2=CC=C(C=N2)CNC(CCCC(=O)OC(C)(C)C)=O)C2CC2)C(C)C tert-butyl 5-[[6-[3-(4-amino-1-isopropyl-pyrazolo[3,4-d]pyrimidin-3-yl)-5-cyclopropyl-isoxazol-4-yl]-3-pyridyl]methylamino]-5-oxo-pentanoate